Penta-methyldiethylentriamin CN(CCN(CCN(C)C)C)C